FC=1C=C(C=CC1C1CCN(CC1)CC(C)(C)O)C1=CC(=C(S1)C(=O)N1C[C@H](CC1)NC(OC(C)(C)C)=O)C tert-butyl (S)-(1-(5-(3-fluoro-4-(1-(2-hydroxy-2-methylpropyl)piperidin-4-yl)phenyl)-3-methylthiophene-2-carbonyl)pyrrolidin-3-yl)carbamate